5-(1-CYANOCYCLOPROPYL)-PYRIDINE C(#N)C1(CC1)C=1C=CC=NC1